2,5-Dimethylbenzaldehyd CC1=C(C=O)C=C(C=C1)C